tert-Butyl 4-[4-[4-[2-[tert-butyl(dimethyl)silyl]oxy-1-(5-fluoro-2-pyridyl)ethoxy]pyrazolo[1,5-a]pyridin-6-yl]-5-methyl-triazol-1-yl]piperidine-1-carboxylate [Si](C)(C)(C(C)(C)C)OCC(OC=1C=2N(C=C(C1)C=1N=NN(C1C)C1CCN(CC1)C(=O)OC(C)(C)C)N=CC2)C2=NC=C(C=C2)F